bis(2,6-dimethylbenzoyl)-2,6-dimethylbenzoyl-phosphine oxide CC1=C(C(=O)P(C(C2=C(C=CC=C2C)C)=O)(C(C2=C(C=CC=C2C)C)=O)=O)C(=CC=C1)C